BrC1=CC=CC(=N1)CNC 1-(6-bromopyridin-2-yl)-N,N-dimethylamine